2,6-difluoro-3-bromopyridine FC1=NC(=CC=C1Br)F